rac-(3s,4r)-4-(2-methoxy-6-methylpyridin-4-yl)pyrrolidine-3-carbonitrile COC1=NC(=CC(=C1)[C@H]1[C@@H](CNC1)C#N)C |r|